CC1=C(C=2N(C=C1C1=C(C3=C(N1)SC(=C3C)C3CC(C3)C3=NN=C(O3)[C@@H]3NCCOC3)C(C)C)N=CN2)C (R)-3-(5-(3-(5-(7,8-dimethyl-[1,2,4]triazolo[1,5-a]pyridin-6-yl)-4-isopropyl-3-methyl-6H-thieno[2,3-b]pyrrol-2-yl)cyclobutyl)-1,3,4-oxadiazol-2-yl)morpholine